5-(4,4,5,5-tetramethyl-1,3,2-dioxaborolan-2-yl)furo[2,3-b]pyridine CC1(OB(OC1(C)C)C=1C=C2C(=NC1)OC=C2)C